C(CC)[SiH]1CC[SiH2]CC1 4-propyl-1,4-disilacyclohexane